C(C)(=O)N1C=C(C2=CC=C(C=C12)NC(OC(C)(C)C)=O)C#N tert-butyl (1-acetyl-3-cyano-1H-indol-6-yl)carbamate